C1(CCC1)C1(NC(NC1=O)=O)C1=CC=C(C(=O)O)C=C1 4-(4-cyclobutyl-2,5-dioxoimidazolidin-4-yl)benzoic acid